((2S,3R,7aR)-2-fluoro-3-methyl-6-methylenetetrahydro-1H-pyrrolizin-7a(5H)-yl)methanol F[C@H]1C[C@]2(CC(CN2[C@@H]1C)=C)CO